[Na+].[Na+].[Na+].OC=1C=C(C=2C=CC3=C(C=C(C=4C=CC1C2C43)S(=O)(=O)[O-])S(=O)(=O)[O-])S(=O)(=O)[O-] 8-hydroxy-1,3,6-pyrenetrisulphonic acid trisodium salt